1-Methoxy-3-Methyl-5-Nitro-2-Phenoxybenzene COC1=C(C(=CC(=C1)[N+](=O)[O-])C)OC1=CC=CC=C1